3-(2-chloropyrimidin-4-yl)-1-[1-(oxan-2-yl)-1H-pyrazol-4-yl]-3-azabicyclo[3.1.0]hexane ClC1=NC=CC(=N1)N1CC2(CC2C1)C=1C=NN(C1)C1OCCCC1